NC=1C2=C(N=CN1)N(C=C2)[C@@H]2O[C@@H]([C@H]([C@H]2O)O)[C@@H]2OCCC1=C2SC(=C1)Cl (2R,3R,4S,5S)-2-(4-aminopyrrolo[2,3-d]pyrimidin-7-yl)-5-[(7S)-2-chloro-5,7-dihydro-4H-thieno[2,3-c]pyran-7-yl]tetrahydrofuran-3,4-diol